C1=CC=CC=2C3=CC=CC=C3C(=CC12)C1=CC=C(C=C1)NC=1C=C(C(=CC1)C1=CC=CC=C1)C1=CC=CC=C1 (4-phenanthrene-9-yl-phenyl)-[1,1':2',1'']terphenyl-4'-yl-amine